C1CCC2C(C1)O2 4,5-Epoxycyclohexan